C(=O)[O-] (1E)-format